C(C)(=O)O[C@@H]1O[C@@H]([C@@H]([C@@H]([C@H]1OC(C)=O)OC(C)=O)OC(C)=O)COC(C)=O (2S,3R,4S,5S,6R)-6-(acetoxymethyl)tetrahydro-2H-pyran-2,3,4,5-tetrayl tetraacetate